C1(=CC=CC2=CC=CC=C12)C=1N=CNC(C1)=O 4-naphthalen-1-yl-1H-pyrimidin-6-one